FC=1N=C(SC1CN1[C@H](C[C@H](C1)OC1=NC(=NC=C1)OC)C)NC(C)=O N-(4-fluoro-5-(((2S,4R)-4-((2-methoxypyrimidin-4-yl)oxy)-2-methylpyrrolidin-1-yl)methyl)thiazol-2-yl)acetamide